ClC=1C=C(CC2CCN(CC2)CC=2NC(=NN2)C=2NC3=CC(=C(C=C3C2)OC)OC)C=CC1Cl 2-(5-((4-(3,4-Dichlorobenzyl)piperidin-1-yl)methyl)-4H-1,2,4-triazol-3-yl)-5,6-dimethoxy-1H-indole